N-(α-methyl-butyl)-maleimide CC(CCC)N1C(C=CC1=O)=O